C1(CC1)C1=C(C=CC(=C1)OC)B(O)O (2-Cyclopropyl-4-methoxyphenyl)boronic acid